((1R,5S,6s)-6-((4-(1-aminopropyl)-6-(4-fluorophenyl)pyridin-2-yl)oxy)-3-azabicyclo[3.1.0]hexan-3-yl)(3-methyl-1-(pyrimidin-2-yl)-1H-pyrazol-4-yl)methanone NC(CC)C1=CC(=NC(=C1)C1=CC=C(C=C1)F)OC1[C@@H]2CN(C[C@H]12)C(=O)C=1C(=NN(C1)C1=NC=CC=N1)C